OCC(C)(C)NC(=O)C=1C=2C[C@@H]3[C@H](C2N(N1)C1=NC=CC=C1C)C3 (1aR,5aR)-2-(3-Methyl-pyridin-2-yl)-1a,2,5,5a-tetrahydro-1H-2,3-diaza-cyclopropa[a]pentalene-4-carboxylic acid (2-hydroxy-1,1-dimethyl-ethyl)-amide